[SiH3]C1=CC=C(C=C)C=C1 p-monosilyl-styrene